2-(1-(2-methoxyethyl)-3-methyl-1H-indazol-4-yl)-2-(3-((5-(5,6,7,8-tetrahydro-1,8-naphthyridin-2-yl)pentyl)oxy)azetidin-1-yl)acetic acid COCCN1N=C(C2=C(C=CC=C12)C(C(=O)O)N1CC(C1)OCCCCCC1=NC=2NCCCC2C=C1)C